tert-butyl (3-((2-amino-7-(1-(tetrahydro-2H-pyran-2-yl)-1H-pyrazol-5-yl)quinolin-4-yl)amino)propyl)carbamate NC1=NC2=CC(=CC=C2C(=C1)NCCCNC(OC(C)(C)C)=O)C1=CC=NN1C1OCCCC1